C1=C(C=CC2=CC=CC=C12)C(C#C)NC1=CC=CC=C1 N-(1-(2-naphthyl)prop-2-yn-1-yl)aniline